4-(5-(3-((2-(4-aminobutanoyl)-6-methoxybenzo[b]selenophen-5-yl)oxy)propoxy)-6-methylbenzo[b]thiophen-2-yl)-4-oxobutanoic acid NCCCC(=O)C1=CC2=C([Se]1)C=C(C(=C2)OCCCOC2=CC1=C(SC(=C1)C(CCC(=O)O)=O)C=C2C)OC